(R)-2-amino-2-(3-hydroxyisoxazol-5-yl)acetic acid N[C@@H](C(=O)O)C1=CC(=NO1)O